NC(C(CCC(=O)OC(C)(C)C)N1C(C2=CC=C(C=C2C1)C(CNC)=O)=O)=O tert-butyl 5-amino-4-[5-[2-(methylamino)acetyl]-1-oxo-isoindolin-2-yl]-5-oxo-pentanoate